n-amyl α-methallyloxymethylacrylate C(C(C)=C)OCC(C(=O)OCCCCC)=C